2-hydroxy-N,N,N-tris(2-hydroxyethyl)-ethanaminium OCC[N+](CCO)(CCO)CCO